4-(3-buten-1-yl)benzoyl chloride C(CC=C)C1=CC=C(C(=O)Cl)C=C1